2-Chloro-1-(3-hydroxymethyl-pyrrolidin-1-yl)-ethanone ClCC(=O)N1CC(CC1)CO